N-t-butyl-p-menthane-3-carboxamide C(C)(C)(C)NC(=O)C1CC(CCC1C(C)C)C